C(C1=CC=CC=C1)OC(=O)NC1=NNC(=C1)[C@@H]1C[C@@H](CC1)N(C(O)=O)C1(CC1)C(F)F.OC(COC1=CC=C(C=C1)C(C)(C)C1=CC=C(C=C1)OCC(COC(C(=C)C)=O)O)COC(C(=C)C)=O 2,2-bis[4-[2-hydroxy-3-(methacryloyloxy)propyloxy]phenyl]propane (1R,3S)-3-(3-(((benzyloxy)carbonyl)amino)-1H-pyrazol-5-yl)cyclopentyl-(1-(difluoromethyl)cyclopropyl)carbamate